OC1CCNC2=CC=CC=C12 4-hydroxy-1,2,3,4-tetrahydroquinoline